ethyl 4-hydroxy-3,5-dichlorobenzoate OC1=C(C=C(C(=O)OCC)C=C1Cl)Cl